CCCCCCC(C)C1=C(C=CC=C1)O 7-octyl-phenol